3-(4-(2',4'-dimethoxy-[1,1'-biphenyl]-4-yl)-1H-1,2,3-triazol-1-yl)benzoic acid COC1=C(C=CC(=C1)OC)C1=CC=C(C=C1)C=1N=NN(C1)C=1C=C(C(=O)O)C=CC1